ClC1=NC2=CC(=C(C=C2C=C1C=O)Cl)F 2,6-dichloro-7-fluoroquinoline-3-carbaldehyde